CN1N=CC(=C1)C=1C=CC=2N(C1)N=CC2N2CCN(CC2)C(=O)OC(CO)C2=CC=C(C=C2)F 1-(4-fluorophenyl)-2-hydroxyethyl 4-(6-(1-methyl-1H-pyrazol-4-yl)pyrazolo[1,5-a]pyridin-3-yl)piperazine-1-carboxylate